methyl 3-fluorobicyclo[1.1.1]pentane-1-carboxylate FC12CC(C1)(C2)C(=O)OC